tertbutyl N-[3-[[4-(1,4-diazepan-1-yl)benzoyl]-methyl-amino]propyl]carbamate N1(CCNCCC1)C1=CC=C(C(=O)N(CCCNC(OC(C)(C)C)=O)C)C=C1